C1(CCCC1)NC(OC1=CC(=CC(=C1)OC)C=1C=NC=C(C1)C=1OC=NN1)=O 3-(5-(1,3,4-oxadiazol-2-yl)pyridin-3-yl)-5-methoxyphenyl cyclopentylcarbamate